1,4-dimethyl-3-(2-chloro-4-pyrimidinyl)indole CN1C=C(C2=C(C=CC=C12)C)C1=NC(=NC=C1)Cl